NC1=CC(=C(C=C1)C(=O)N1CCN(CC1)CC)C(F)(F)F (4-amino-2-(trifluoromethyl)phenyl)(4-ethylpiperazin-1-yl)methanone